phenyl-N-(4-(aminomethyl)phenyl)-2-(4-isopropylpiperidin-1-yl)pyrimidin-5-amine C1(=CC=CC=C1)C1=NC(=NC=C1NC1=CC=C(C=C1)CN)N1CCC(CC1)C(C)C